C(C)(=O)OCCCCCCCCCC\C=C/C=C\CC (Z,Z)-11,13-Hexadecadienyl acetate